3-amino-3-({1-[(3-methylpent-3-yl)carbamoyl]ethyl}carbamoyl)propanoic acid NC(CC(=O)O)C(NC(C)C(NC(CC)(CC)C)=O)=O